2-(5-(5-((3-chloro-4-fluorophenyl)carbamoyl)-1-methyl-1H-imidazol-4-yl)-2-hydroxyoctahydropentalen-2-yl)-2,2-difluoroacetic acid ClC=1C=C(C=CC1F)NC(=O)C1=C(N=CN1C)C1CC2CC(CC2C1)(O)C(C(=O)O)(F)F